C(C1=CC=CC=C1)OC(=O)N1CC(C1)CN1CCN(CC1)C(=O)OC(C)(C)C Tert-butyl 4-[(1-benzyloxycarbonylazetidin-3-yl)methyl]piperazine-1-carboxylate